1,1,1,2,3,3,3-heptafluoro-n-propane C(C(F)(F)F)(C(F)(F)F)F